ClC=1C=C(C=CC1)NC(NC1=C(C(=O)NCCN)C=CC(=C1)F)=O 2-[3-(3-chlorophenyl)ureido]-4-fluoro-N-(2-amino-ethyl)benzamide